ClC1=NC=C(C(=N1)C=1C=NN(C1)C[C@@H](C)O)C(F)(F)F (2R)-1-(4-(2-chloro-5-(trifluoromethyl)pyrimidin-4-yl)-1H-pyrazol-1-yl)propan-2-ol